mono(phenanthroline) europium (III) [Eu+3].N1=CC=CC2=CC=C3C=CC=NC3=C12